COS(=O)(=O)[O-].C(C(=C)C)(=O)OCC[N+](C)(C)C [2-(methacryloxy)ethyl]trimethylammonium methyl-sulfate